(2S,3R)-2-benzoyl-3-(p-chlorophenyl)spiro[cyclopropane-1,2'-indene]-1',3'-dione C(C1=CC=CC=C1)(=O)[C@H]1[C@@H](C12C(C1=CC=CC=C1C2=O)=O)C2=CC=C(C=C2)Cl